tris-(2,4-di-tert-butylphenyl)-phosphite C(C)(C)(C)C1=C(C=CC(=C1)C(C)(C)C)OP(OC1=C(C=C(C=C1)C(C)(C)C)C(C)(C)C)OC1=C(C=C(C=C1)C(C)(C)C)C(C)(C)C